(t-Butoxycarbonyl)-but-1,3-dien-1-yl glycinate NCC(=O)OC=CC=CC(=O)OC(C)(C)C